BrC=1C=C2C=NC(=NC2=CC1C(F)(F)P(=O)(OCC)OCC)N(C(OC(C)(C)C)=O)CCCC(F)(F)F tert-butyl (6-bromo-7-((diethoxyphosphoryl)difluoromethyl)quinazolin-2-yl)(4,4,4-trifluorobutyl)carbamate